tertbutyl 3-hydroxy-5-methyl-pyrazole-1-carboxylate OC1=NN(C(=C1)C)C(=O)OC(C)(C)C